((1-(5'-acetyl-2-fluoro-2'-(methoxymethyloxy)-[1,1'-biphenyl]-4-yl)-2,2,2-trifluoroethyl)amino)-4-fluoro-4-methylpentanoic acid ethyl ester C(C)OC(C(CC(C)(C)F)NC(C(F)(F)F)C1=CC(=C(C=C1)C1=C(C=CC(=C1)C(C)=O)OCOC)F)=O